N-(5-Chloro-6-(4-methylpiperazin-1-carbonyl)pyridin-3-yl)-1-(isochinolin-4-yl)-5-(trifluoromethyl)-1H-pyrazol-4-carboxamid ClC=1C=C(C=NC1C(=O)N1CCN(CC1)C)NC(=O)C=1C=NN(C1C(F)(F)F)C1=CN=CC2=CC=CC=C12